ClC1=CC=C(C(=N1)C(=O)N)N[C@H](C)C=1C=C(C=C2C(C(=C(OC12)C1=C(C=CC=C1F)F)C)=O)C 6-chloro-3-[[(1R)-1-[2-(2,6-difluorophenyl)-3,6-dimethyl-4-oxo-chromen-8-yl]ethyl]amino]pyridine-2-carboxamide